C(C1=CC=CC=C1)OC(=O)N(CCCOC1CC(C1)N(C(OC(C)(C)C)=O)C)C Tert-butyl N-[3-[3-[benzyloxycarbonyl(methyl)amino]propoxy]cyclobutyl]-N-methyl-carbamate